N1C(=NC2=C1C=CC=C2)C(O)C2=CC=CC=C2 (1H-benzo[d]imidazol-2-yl)(phenyl)methanol